1-((1R)-3'-(2-(2-(4-fluoro-2-methoxyphenyl)-5-methylpyrrolidin-1-yl)-2-oxoethyl)-2',4'-dioxo-2,3-dihydrospiro[indene-1,5'-oxazolidine]-5-yl)-3-methylurea FC1=CC(=C(C=C1)C1N(C(CC1)C)C(CN1C(O[C@]2(C1=O)CCC1=CC(=CC=C12)NC(=O)NC)=O)=O)OC